[(3R,9aS)-3-(3-Chloro-4-fluorophenyl)-3-hydroxy-1,4,6,7,9,9a-hexahydropyrazino[2,1-c][1,4]oxazin-8-yl]-(2-chloro-3-oxazol-5-ylphenyl)methanon ClC=1C=C(C=CC1F)[C@@]1(CN2[C@H](CO1)CN(CC2)C(=O)C2=C(C(=CC=C2)C2=CN=CO2)Cl)O